tert-butyl 2-(4-{2-[(2,3-dihydro-1H-inden-2-yl)amino]pyrimidin-5-yl}-3-(pyridin-4-yl)-1H-pyrazol-1-yl)acetate C1C(CC2=CC=CC=C12)NC1=NC=C(C=N1)C=1C(=NN(C1)CC(=O)OC(C)(C)C)C1=CC=NC=C1